ethyl 2-[(3R)-3-[2-[2-fluoro-5-[(6-fluoro-4-methyl-1H-indol-5-yl)oxy]phenyl]-1H-imidazol-5-yl]-3-methyl-2H-benzofuran-7-yl]acetate FC1=C(C=C(C=C1)OC=1C(=C2C=CNC2=CC1F)C)C=1NC(=CN1)[C@@]1(COC2=C1C=CC=C2CC(=O)OCC)C